N-(6-((5-bromo-2-((2-methoxy-5-methyl-4-((1R,5S,6r)-6-(4-methylpiperazin-1-yl)-3-azabicyclo[3.1.1]heptan-3-yl)phenyl)amino)pyrimidin-4-yl)amino)quinoxalin-5-yl)methanesulfonamide BrC=1C(=NC(=NC1)NC1=C(C=C(C(=C1)C)N1C[C@@H]2C([C@H](C1)C2)N2CCN(CC2)C)OC)NC=2C(=C1N=CC=NC1=CC2)NS(=O)(=O)C